(±)-tert-butyl 4-((4-hydroxy-2-(4-(methoxycarbonyl)phenyl)piperidin-1-yl)methyl)-5-methoxy-7-methyl-indole-1-carboxylate OC1CC(N(CC1)CC1=C2C=CN(C2=C(C=C1OC)C)C(=O)OC(C)(C)C)C1=CC=C(C=C1)C(=O)OC